(2S,3R)-2-methyl-3-(4-nitrophenyl)oxolane-2-carboxylic acid C[C@@]1(OCC[C@@H]1C1=CC=C(C=C1)[N+](=O)[O-])C(=O)O